ClCCNS(=O)(=O)N1C[C@H]([C@H](CC1)NC1=NN2C(C=NC(=C2OC(C)C)C=2C=NNC2)=N1)C (3R,4S)-N-(2-chloroethyl)-4-((5-isopropoxy-6-(1H-pyrazol-4-yl)-[1,2,4]triazolo[1,5-a]pyrazin-2-yl)amino)-3-methylpiperidine-1-sulfonamide